C1(CC1)C1=C(C(=NO1)C1=C(C=CC=C1)OC(F)(F)F)COC1CC2CCC(C1)N2C=2SC1=C(N2)C(=CC(=C1)S(=O)(=O)[O-])F.[Na+].C(C1CO1)OC1=CC2=CC=CC=C2C=C1 2-glycidoxynaphthalene sodium 2-(3-((5-cyclopropyl-3-(2-(trifluoromethoxy)phenyl)isoxazol-4-yl)methoxy)-8-azabicyclo[3.2.1]octan-8-yl)-4-fluorobenzo[d]thiazole-6-sulfonate